C[SiH](C1=CC=C(C=C1)[SiH](C)C)C 1,4-bis-(dimethylsilyl)benzene